9-(1-((6-chloro-2-(4-cyanophenyl)pyridin-3-yl)amino)ethyl)-N,N,4,7-tetramethyl-5-oxo-4,5-dihydroimidazo[1,5-a]quinazoline-3-carboxamide ClC1=CC=C(C(=N1)C1=CC=C(C=C1)C#N)NC(C)C=1C=C(C=C2C(N(C=3N(C12)C=NC3C(=O)N(C)C)C)=O)C